N-(2-(2,6-dioxo-piperidin-3-yl)-1,3-dioxoisoindolin-5-yl)pyridine-3-sulfonamide O=C1NC(CCC1N1C(C2=CC=C(C=C2C1=O)NS(=O)(=O)C=1C=NC=CC1)=O)=O